2-iodo-4-(trifluoromethyl)benzaldehyde IC1=C(C=O)C=CC(=C1)C(F)(F)F